FC1=C(C=CC(=C1)F)CCOC1=CC(=C(C(=O)NC=2C=C(C=CC2C(F)(F)F)[C@@H]2[C@@H](C2)C(=O)O)C(=C1)C)C (1R,2S)-2-[3-({4-[2-(2,4-difluorophenyl)ethoxy]-2,6-dimethylbenzoyl}amino)-4-(trifluoromethyl)phenyl]Cyclopropanecarboxylic acid